C(=O)N[C@]1([C@@H]([C@H](COC1)O)O)O deoxy-4-formamido-L-arabinopyranose